3-[2-fluoro-4-(trifluoromethyl)phenyl]-4-(4-fluorobenzoyl)quinolin-7-ol FC1=C(C=CC(=C1)C(F)(F)F)C=1C=NC2=CC(=CC=C2C1C(C1=CC=C(C=C1)F)=O)O